tert-Butyl 4-(2-bromoacetyl)-3-methylpiperidine-1-carboxylate BrCC(=O)C1C(CN(CC1)C(=O)OC(C)(C)C)C